N1N=CC(=C1)C1=C2C=NNC2=C(C=C1)C=1N=NC(=CC1)OC1CC(NC(C1)(C)C)(C)C 4-(1H-pyrazol-4-yl)-7-[6-[(2,2,6,6-tetramethylpiperidin-4-yl)oxy]pyridazin-3-yl]-1H-indazole